C1(=C(C=CC=C1)C1=CC=CC=2C3=C([Se]C21)C(=C(C(=C3C3=NN=NC(=C3C3=CC=CC=C3)C3=CC=CC=C3)C3=C(C=CC=C3)C3=CC=CC=C3)C3=CC=CC=C3)C3=CC=CC=C3)C3=CC=CC=C3 (biphenylyl)(diphenyl)(biphenylyl)(diphenyltriazinyl)dibenzoselenophene